6-(5,6-dihydro-8H-imidazo[2,1-c][1,4]oxazine-3-carbonyl)-N-(3-(trifluoro-methyl)phenyl)-4,5,6,7-tetrahydrothieno[2,3-c]-pyridine-3-carboxamide N=1C=C(N2C1COCC2)C(=O)N2CC1=C(CC2)C(=CS1)C(=O)NC1=CC(=CC=C1)C(F)(F)F